(S)-11-(3-chloro-4-fluorophenyl)-8-((3S,5R)-3,5-dimethylpiperazin-1-yl)-3-methoxy-10-(trifluoromethyl)-3,4-dihydro-2H,6H-[1,4]thiazepino[2,3,4-ij]quinazolin-6-one ClC=1C=C(C=CC1F)C1=C(C=C2C(=NC(N3C2=C1SC[C@H](C3)OC)=O)N3C[C@@H](N[C@@H](C3)C)C)C(F)(F)F